(S)-benzyloxymethyl-oxirane C(C1=CC=CC=C1)OC[C@H]1OC1